(2S,3R,4R,5S,6R)-2-[3-[4-[(S)-tetrahydrofuran-3-yloxy]benzyl]-4-chlorophenyl]-6-acetoxymethyl-3,4,5-triacetoxy-hexane O1C[C@H](CC1)OC1=CC=C(CC=2C=C(C=CC2Cl)[C@H](C)[C@H]([C@@H]([C@H](CCOC(C)=O)OC(C)=O)OC(C)=O)OC(C)=O)C=C1